5-(((S)-1-(((R)-1-(1-(5-methylpyrimidin-2-yl)piperidin-4-yl)-2-oxopyrrolidin-3-yl)oxy)propan-2-yl)amino)-4-(trifluoromethyl)pyridazin-3(2H)-one CC=1C=NC(=NC1)N1CCC(CC1)N1C([C@@H](CC1)OC[C@H](C)NC1=C(C(NN=C1)=O)C(F)(F)F)=O